C(C=CC=CCCCCCCCCCC)(=O)O 6Z,9Z-Pentadecadienoic acid